N-(2-FLUORO-4-PENTYLPHENYL)-6-METHOXY-[1,2,5]OXADIAZOLO[3,4-B]PYRAZIN-5-AMINE FC1=C(C=CC(=C1)CCCCC)NC1=NC=2C(N=C1OC)=NON2